CC1=NN=C(S1)NC(C(C)SC=1NC(C2=C(N1)N(N=C2)C2=CC=CC=C2)=O)=O N-(5-Methyl-1,3,4-thiadiazol-2-yl)-2-((4-oxo-1-phenyl-4,5-dihydro-1H-pyrazolo[3,4-d]pyrimidin-6-yl)thio)propanamid